heptadecan-9-yl 8-((2-hydroxyethyl)(6-oxo-6-((pentylamino)methyl)hexyl)amino)octanoate OCCN(CCCCCCCC(=O)OC(CCCCCCCC)CCCCCCCC)CCCCCC(CNCCCCC)=O